FC=1C=C(N)C=C(C1I)OC 3-fluoro-4-iodo-5-methoxyaniline